7-formyl-6-methoxy-3,4-dihydro-1H-isoquinoline-2-carboxylic acid tert-butyl ester C(C)(C)(C)OC(=O)N1CC2=CC(=C(C=C2CC1)OC)C=O